C1(CCC1)C=1C=CC(=NC1)C(NC(=O)C1N(CC(C1)F)C(CC1=CN=NN1)=O)C1=CC=CC=C1 N-[(5-cyclobutylpyridin-2-yl)(phenyl)methyl]-4-fluoro-1-[2-(1H-1,2,3-triazol-5-yl)acetyl]pyrrolidine-2-carboxamide